N-(4-trifluoromethylphenyl)o-bromobenzamide FC(C1=CC=C(C=C1)NC(C1=C(C=CC=C1)Br)=O)(F)F